CC1=C(C=NN1)C1=C2CCN(C2=CC=C1)C(=O)[C@H]1N(CCC1)C#N (S)-2-(4-(5-methyl-1H-pyrazol-4-yl)indoline-1-carbonyl)pyrrolidine-1-carbonitrile